[(2S)-2-hydroxy-3-(6-hydroxy-5-methyl-3,4-dihydro-1H-isoquinolin-2-yl)propyl]pyridine-4-carboxamide O[C@@H](CC1=NC=CC(=C1)C(=O)N)CN1CC2=CC=C(C(=C2CC1)C)O